2-({2-Chloro-4-fluoro-5-[3-methyl-2,6-dioxo-4-(trifluoromethyl)-3,6-dihydropyrimidin-1(2H)-yl]phenyl}sulfanyl)-3-methylbutanoic acid ClC1=C(C=C(C(=C1)F)N1C(N(C(=CC1=O)C(F)(F)F)C)=O)SC(C(=O)O)C(C)C